NC1(COC1)CNC1=NC(=NC2=CC=C(C=C12)C)N1CCS(C2=C(C1)C=CN=C2)(=O)=O 4-(4-(((3-aminooxetan-3-yl)methyl)amino)-6-methylquinazolin-2-yl)-2,3,4,5-tetrahydropyrido[4,3-f][1,4]thiazepine-1,1-Dioxide